C(N)(=O)C=1C(=C(C2=CC=CC=C2C1)Cl)NC(=O)C=1N(N=C(C1)COCC1=CC=C(C=C1)Cl)C1=NC=CC=C1Cl N-(3-carbamoyl-1-chloro-2-naphthyl)-5-[(4-chlorophenyl)methoxymethyl]-2-(3-chloro-2-pyridyl)pyrazole-3-carboxamide